(E)-4-(3-oxo-3-(p-tolyloxy) prop-1-en-1-yl)-1,2-phenylene diacetate C(C)(=O)OC1=C(C=C(C=C1)\C=C\C(OC1=CC=C(C=C1)C)=O)OC(C)=O